C(C)(=O)O[C@@H]1[C@H](O[C@H]([C@@H]([C@H]1OC(C)=O)OC(C)=O)OCCOCCNC(=O)OC(C)(C)C)COC(C)=O (2R,3R,4S,5R,6R)-2-(acetoxymethyl)-6-(2-(2-((tert-butoxycarbonyl)amino)ethoxy)ethoxy)tetrahydro-2H-pyran-3,4,5-triyl triacetate